rel-(2R,3S,4S,5R)-N-(6-((R)-1,2-dihydroxyethyl)pyridin-3-yl)-3-(4-fluoro-2-methoxy-3-methylphenyl)-4,5-dimethyl-5-(trifluoromethyl)tetrahydrofuran-2-carboxamide O[C@@H](CO)C1=CC=C(C=N1)NC(=O)[C@@H]1O[C@]([C@H]([C@H]1C1=C(C(=C(C=C1)F)C)OC)C)(C(F)(F)F)C |o1:13,15,16,17|